3-(dimethoxymethyl)-3-pyrrolidin-1-yl-thietane 1,1-dioxide COC(C1(CS(C1)(=O)=O)N1CCCC1)OC